C(#N)C1=C(OC2=CC=C3N=CC(=NC3=C2)OC2CC3(C2)CCN(CC3)C(=O)OC(C)(C)C)C(=CC=C1NS(N(C)CC)(=O)=O)F tertbutyl 2-[7-[2-cyano-3-[[ethyl(methyl)sulfamoyl]amino]-6-fluoro-phenoxy]quinoxalin-2-yl]oxy-7-azaspiro[3.5]nonane-7-carboxylate